{4-[2-methyl-4-(4-methyl-1,2,4-triazol-3-yl)pyrazol-3-yl]-6-[(2-methylpropyl)amino]pyridin-2-yl}-3-oxo-7-(trifluoromethyl)-1H-isoindole-5-carbaldehyde CN1N=CC(=C1C1=CC(=NC(=C1)NCC(C)C)C1NC(C2=CC(=CC(=C12)C(F)(F)F)C=O)=O)C1=NN=CN1C